2-(4-methoxy-phenylcarbonothioylthio)ethanoic acid COC1=CC=C(C=C1)C(=S)SCC(=O)O